1-Methyl-4-hydroxy-2-(4-methoxybenzyl)-pyrrolidin-3-yl acetate C(C)(=O)OC1C(N(CC1O)C)CC1=CC=C(C=C1)OC